C(C)N1C2=C(C=C1C(=O)NC1=C(C(=CC=C1)COC)COC1=CC=C(OC[C@H]3CN(CC3)C(=O)OC(C)(C)C)C=C1)SC=C2 tert-Butyl (3R)-3-[[4-[[2-[(4-ethylthieno[3,2-b]pyrrole-5-carbonyl)amino]-6-(methoxymethyl)phenyl]methoxy]phenoxy] methyl]pyrrolidine-1-carboxylate